Cl.FC(C1CN(CCC1)C1=NOC(=N1)[C@H](C)N)(F)F (1S)-1-[3-[3-(trifluoromethyl)-1-piperidyl]-1,2,4-oxadiazol-5-yl]ethanamine hydrochloride